COC1=CC(=C(C=C1NC1=NC=NC(=C1)N1OCC[C@@H]1C1=CC(=CC=C1)OC1=CC=CC=C1)NC(C=C)=O)N1CC(N(CC1)C)=O (R)-N-(4-methoxy-2-(4-methyl-3-oxopiperazin-1-yl)-5-((6-(3-(3-phenoxyphenyl)isoxazolidin-2-yl)pyrimidin-4-yl)amino)phenyl)acrylamide